C(#C)C=1SC=C(N1)NC(NCC1=CC=C(C=C1)N1C(CCC1)C(=O)N)=O 1-(4-((3-(2-ethynyl-thiazol-4-yl)ureido)methyl)phenyl)pyrrolidine-2-carboxamide